tert-Butyl (1S,4S)-5-(4-((3-chloro-2-fluoro-4-hydroxyphenyl)amino)pyrido[3,2-d]pyrimidin-6-yl)-2,5-diazabicyclo[2.2.1]heptane-2-carboxylate ClC=1C(=C(C=CC1O)NC=1C2=C(N=CN1)C=CC(=N2)N2[C@@H]1CN([C@H](C2)C1)C(=O)OC(C)(C)C)F